C(C)(C)C1=CNC=2C1=NC(=CC2)CC2=C(C=C(C=C2C)N2N=CC(NC2=O)=O)C 2-[4-[(3-isopropyl-1H-pyrrolo[3,2-b]pyridine-5-yl)methyl]-3,5-dimethyl-phenyl]-1,2,4-triazine-3,5-dione